2-chloro-4-[(2-chloro-6-methyl-benzyl)amino]pyrimidin-5-carboxamide ClC1=NC=C(C(=N1)NCC1=C(C=CC=C1C)Cl)C(=O)N